(5-((R)-2,6-dioxopiperidin-3-yl)pyridin-2-yl)-3-azabicyclo[3.1.0]Hexane-6-carbaldehyde O=C1NC(CC[C@@H]1C=1C=CC(=NC1)C12CNCC2C1C=O)=O